O1C[C@@H](CC1)OS(=O)(=O)C1=CC=C(C)C=C1 (R)-tetrahydrofuran-3-yl-4-toluenesulfonate